4-((6-(3,5-dimethylisoxazol-4-yl)-2-methyl-1H-imidazo[4,5-b]pyridin-1-yl)methyl)benzamide CC1=NOC(=C1C=1C=C2C(=NC1)N=C(N2CC2=CC=C(C(=O)N)C=C2)C)C